ethyl (1s,2s,5r)-4-oxo-3,8-diazabicyclo[3.2.1]octane-2-carboxylate O=C1N[C@@H]([C@@H]2CC[C@H]1N2)C(=O)OCC